OC1=CC2=C(C(N(C(O2)=O)C2=CC=C(CN3CCC(CC3)C(=O)OC)C=C2)=S)C=C1C(C)C methyl 1-(4-(7-hydroxy-6-isopropyl-2-oxo-4-thioxo-2H-benzo[e][1,3]oxazin-3(4H)-yl)benzyl)piperidine-4-carboxylate